2-(5-tert-butyl-2-hydroxyphenyl)benzotriazole-5-sulfonic acid C(C)(C)(C)C=1C=CC(=C(C1)N1N=C2C(=N1)C=CC(=C2)S(=O)(=O)O)O